F[C@H]1COCCC1 (3R,4R)-3-fluorotetrahydro-2H-pyran